CC1=C(C=CC(=C1)C2=CC(=C(C=C2)N=C=O)C)N=C=O 3,3-dimethyl-4,4'-biphenylene diisocyanate